C1(=CC=CC=C1)C=1N=C2N(C=C(C=C2C2=CC=C(C=C2)C(C=CC(C)=O)=O)C2=CC=CC=C2)C1 1-(4-(2,6-diphenylimidazo[1,2-a]pyridin-8-yl)phenyl)pent-2-ene-1,4-dione